C(CCCCCCCCCCCCCCC)(=O)O[C@H]1CC(C)(C)C(=C(C1)C)\C=C\C(\C)=C\C=C\C(\C)=C\C=C\C=C(/C)\C=C\C=C(/C)\C=C\C1=C(C)C[C@H](CC1(C)C)OC(CCCCCCCCCCCCCCC)=O (3r,3'r)-3,3'-bispalmitoyloxy-β,β-carotene